N-ethyl-5-fluoro-2-((5-(2-((R)-6-(((S)-1-hydroxy-3-methoxyprop-2-yl)(methyl)amino)-2-methylhex-3-yl)-2,6-diazaspiro[3.4]oct-6-yl)-1,2,4-triazin-6-yl)oxy)-N-isopropylbenzamide fumarate C(\C=C\C(=O)O)(=O)O.C(C)N(C(C1=C(C=CC(=C1)F)OC1=C(N=CN=N1)N1CC2(CN(C2)[C@@H](C(C)C)CCCN(C)[C@@H](CO)COC)CC1)=O)C(C)C